[8-14C]-guanine N1C(N)=NC=2N=[14CH]NC2C1=O